5-(3-aminoallyl)-2'-deoxyuridine 5'-triphosphate P(O)(=O)(OP(=O)(O)OP(=O)(O)O)OC[C@@H]1[C@H](C[C@@H](O1)N1C(=O)NC(=O)C(=C1)CC=CN)O